NCC=1C=CC(=NC1)C(=N)NC(OCC1=CC=CC=C1)=O benzyl ((5-(aminomethyl)pyridin-2-yl)(imino)methyl)carbamate